4-(benzo[d]oxazol-2-ylamino)-6-(cyclopropanecarboxamido)-N-methylpyridazine-3-carboxamide O1C(=NC2=C1C=CC=C2)NC2=C(N=NC(=C2)NC(=O)C2CC2)C(=O)NC